(R)-1-(1-(1-((3,3-Difluoropiperidin-4-yl)methyl)piperidin-4-yl)-2-methyl-1H-indol-4-yl)dihydropyrimidine FC1(CNCC[C@@H]1CN1CCC(CC1)N1C(=CC2=C(C=CC=C12)N1CNCC=C1)C)F